ClC=1C(=C(C#N)C=CC1)N1N=CC=2C=NC(=CC21)NC2=NC=NC(=C2)N2CCN(CC2)C 3-chloro-2-(6-((6-(4-methylpiperazin-1-yl)pyrimidin-4-yl)amino)-1H-pyrazolo[4,3-c]pyridin-1-yl)benzonitrile